7-Fluoro-1-(2-{6-[5-(3-hydroxy-oxetan-3-yl)-4-methoxy-thiophen-2-yl]-pyrimidin-4-ylamino}-ethyl)-4-methoxy-1H-indol-2-carbonitril FC=1C=CC(=C2C=C(N(C12)CCNC1=NC=NC(=C1)C=1SC(=C(C1)OC)C1(COC1)O)C#N)OC